N-(meta-bromophenyl)fumaric acid amide BrC=1C=C(C=CC1)NC(\C=C\C(=O)O)=O